[Si](C)(C)(C(C)(C)C)O[C@H]1[C@H]([C@@H](O[C@@H]1CO)N1C=NC=2C(N)=NC=NC12)F 3'-O-tert-butyldimethylsilyl-2'-deoxy-2'-fluoroadenosine